6-chloro-2,4-dimethyl-pyridine-3-carboxylic acid ethyl ester C(C)OC(=O)C=1C(=NC(=CC1C)Cl)C